(S)-N-(6-(trifluoromethoxy)benzo[d]thiazol-2-yl)cyclohexane-2-carboxamide hydrochloride Cl.FC(OC1=CC2=C(N=C(S2)NC(=O)C2CCCCC2)C=C1)(F)F